Butyl 5-(methylcarbamoyl)-6-oxo-1,6-dihydropyridine-3-carboxylate CNC(=O)C1=CC(=CNC1=O)C(=O)OCCCC